[N+](=O)([O-])C=1C=C2C(=CNC2=CC1)CC1=CC=C(C(=O)N)C=C1 4-((5-nitro-1H-indol-3-yl)methyl)benzamide